N-(vinylbenzyl)-2-Aminoethyl-3-aminopropyltrimethoxysilane C(=C)C(C1=CC=CC=C1)NCCC[Si](OCCCN)(OC)OC